6-chloro-1-methylindole-3-carbaldehyde ClC1=CC=C2C(=CN(C2=C1)C)C=O